3-(8-acetyl-2-oxo-1,8-diazaspiro[4.5]decan-3-yl)-2-((S)-2-(5-chloro-1H-indole-2-carboxamido)-3-cyclohexylpropanamido)propanoic acid C(C)(=O)N1CCC2(CC(C(N2)=O)CC(C(=O)O)NC([C@H](CC2CCCCC2)NC(=O)C=2NC3=CC=C(C=C3C2)Cl)=O)CC1